N-hydroxy-4-((6-(2-methoxyethoxy)-2,4-dioxo-3-phenethyl-3,4-dihydroquinazolin-1(2H)-yl)methyl)benzamide tert-butyl-6-(2-oxo-2-phenylethyl)-2,6-diazaspiro[3.3]heptane-2-carboxylate C(C)(C)(C)OC(=O)N1CC2(C1)CN(C2)CC(C2=CC=CC=C2)=O.ONC(C2=CC=C(C=C2)CN2C(N(C(C1=CC(=CC=C21)OCCOC)=O)CCC2=CC=CC=C2)=O)=O